2-(benzylamino)-3-methyl-3-nitrobutanoic acid C(C1=CC=CC=C1)NC(C(=O)O)C(C)([N+](=O)[O-])C